3-(3-fluoro-4-(4-((methylamino)methyl)piperidin-1-yl)phenyl)piperidine-2,6-dione FC=1C=C(C=CC1N1CCC(CC1)CNC)C1C(NC(CC1)=O)=O